CN1CCNCC1 N-methyl-hexahydropyrazine